C(CCC(=O)OC1CC(NC(C1)(C)C)(C)C)(=O)OC1CC(NC(C1)(C)C)(C)C bis(2,2,6,6-tetramethylpiperidin-4-yl) succinate